FC1(CN(C1)C(=O)C1=C(C=C(C=C1OC)C1=CN=C2N1C=CC(=C2)C(C#N)(C)C)OC(F)F)F 2-[3-[4-(3,3-difluoroazetidine-1-carbonyl)-3-(difluoromethoxy)-5-methoxyphenyl]imidazo[1,2-a]pyridin-7-yl]-2-methylpropanenitrile